hexadecane-1,4,7,10,13,16-hexamine C(CCC(CCC(CCC(CCC(CCCN)N)N)N)N)N